(R)-6-(((1-(1-(tert-butyl)piperidin-4-yl)-1H-1,2,3-triazol-4-yl)(4-methyloxazol-5-yl)methyl)amino)-8-chloro-4-((3-chloro-4-fluorophenyl)amino)quinoline-3-carbonitrile C(C)(C)(C)N1CCC(CC1)N1N=NC(=C1)[C@H](C1=C(N=CO1)C)NC=1C=C2C(=C(C=NC2=C(C1)Cl)C#N)NC1=CC(=C(C=C1)F)Cl